2-(3-(3-(1-(2-chloro-6-methylphenyl)cyclopropyl)-1,2,4-oxadiazol-5-yl)-5-(difluoromethyl)-1H-pyrazol-1-yl)acetamide ClC1=C(C(=CC=C1)C)C1(CC1)C1=NOC(=N1)C1=NN(C(=C1)C(F)F)CC(=O)N